Cl.C(CC=C)N 3-Buten-1-amine, hydrochloride